n-butyl phosphinate [PH2](OCCCC)=O